4-[8-(3-chlorophenyl)-2-methylsulfanyl-7-oxo-pyrido[2,3-d]pyrimidin-6-yl]-8-methyl-2,3-dihydroquinoxaline-1-carboxylic acid benzyl ester C(C1=CC=CC=C1)OC(=O)N1CCN(C2=CC=CC(=C12)C)C1=CC2=C(N=C(N=C2)SC)N(C1=O)C1=CC(=CC=C1)Cl